(S)-7-ethyl-7-hydroxy-14-(3-hydroxypropyl)-10,13-dihydro-11H-[1,3]dioxolano[4,5-g]pyrano[3',4':6,7]indolizino[1,2-b]quinoline-8,11(7H)-dione C(C)[C@]1(C(OCC=2C(N3CC=4C(=NC=5C=C6C(=CC5C4CCCO)OCO6)C3=CC21)=O)=O)O